hexadecyl 2-(((2-chloro-9-((2R,4S,5R)-5-ethynyl-4-hydroxy-5-(hydroxymethyl)tetrahydrofuran-2-yl)-9H-purin-6-yl)carbamoyl)oxy)acetate ClC1=NC(=C2N=CN(C2=N1)[C@@H]1O[C@@]([C@H](C1)O)(CO)C#C)NC(=O)OCC(=O)OCCCCCCCCCCCCCCCC